hydrogensulfate sodium salt [Na+].S(=O)(=O)(O)[O-]